ClCCCNC(C1=CC=C(C=C1)C#C)=O N-(3-chloropropyl)-4-ethynyl-benzamide